C(C)(C)(C)OC(NC1=CC=C(C=C1)CC1=NNC(C2=CC=CC=C12)=O)=O (4-((4-oxo-3,4-dihydro-phthalazin-1-yl)methyl)phenyl)carbamic acid tert-butyl ester